N-(4-chlorophenyl)-2-(3,5-dimethyl-1-(4-(5-(trifluoromethyl)-1,2,4-oxadiazol-3-yl)phenyl)-1H-pyrazol-4-yl)acetamide ClC1=CC=C(C=C1)NC(CC=1C(=NN(C1C)C1=CC=C(C=C1)C1=NOC(=N1)C(F)(F)F)C)=O